O1CC[C@@H](C2=CC=CC=C12)NC(=O)C1=CC2=C(N=C(S2)C=2C(=NN(C2C)C)C)C=C1 (S)-N-(chroman-4-yl)-2-(1,3,5-trimethyl-1H-pyrazol-4-yl)benzo[d]thiazole-6-carboxamide